perfluoro(2-methyl-3-oxohexanoic acid) ammonium [NH4+].FC(C(=O)O)(C(C(C(C(F)(F)F)(F)F)(F)F)=O)C(F)(F)F